P(O)(O)(=S)O[C@H]1C[C@@H](O[C@@H]1CO)N1C=NC=2C(N)=NC=NC12 2'-deoxyadenosine-3'-phosphorothioate